racemic-1-cyclopropyl-1-(2,6-dichloro-9-(tetrahydro-2H-pyran-2-yl)-9H-purin-8-yl)ethanol C1(CC1)C(C)(O)C=1N(C2=NC(=NC(=C2N1)Cl)Cl)C1OCCCC1